1,3-dioxoisoindolin-2-yl (1s,4s)-4-(trifluoromethyl)cyclohexane-1-carboxylate FC(C1CCC(CC1)C(=O)ON1C(C2=CC=CC=C2C1=O)=O)(F)F